((3S,7aR)-3-(((tert-butyldiphenylsilyl)oxy)methyl)hexahydro-1H-pyrrolizin-7a-yl)methanol undecyl-6-{[5-(tert-butoxy)-5-oxopentyl]amino}-5-hydroxycaproate C(CCCCCCCCCC)C(C(=O)OC[C@@]12CCCN2[C@@H](CC1)CO[Si](C1=CC=CC=C1)(C1=CC=CC=C1)C(C)(C)C)CCC(CNCCCCC(=O)OC(C)(C)C)O